(1-tert-butoxycarbonylpyrrolidin-3-yl)-3-(3-nitrophenyl)propanoic acid C(C)(C)(C)OC(=O)N1CC(CC1)C(C(=O)O)CC1=CC(=CC=C1)[N+](=O)[O-]